tert-Butyl N-{2-[({3-[(3R)-4,4-dimethyl-3-(oxan-4-ylmethoxy)cyclohexyl]-1-(oxan-2-yl)-1H-pyrazol-4-yl}methyl)(methyl)amino] ethyl}-N-methylcarbamate CC1([C@@H](CC(CC1)C1=NN(C=C1CN(CCN(C(OC(C)(C)C)=O)C)C)C1OCCCC1)OCC1CCOCC1)C